2-(2-methylimidazol-1-yl)ethanol CC=1N(C=CN1)CCO